N-(2',4',5'-Trifluorobiphenyl-2-yl)-5-chloro-1,3-dimethylpyrazol-4-yl-carboxamide FC1=C(C=C(C(=C1)F)F)C1=C(C=CC=C1)NC(=O)C=1C(=NN(C1Cl)C)C